FCC(CF)N1N=NC2=C1C=C(C=C2)C=2C(=CN1N=C(N=C(C12)OC)N[C@H]1[C@@H](CN(CC1)CCOC)F)F 5-(1-(1,3-difluoropropan-2-yl)-1H-benzo[d][1,2,3]triazol-6-yl)-6-fluoro-N-((3R,4R)-3-fluoro-1-(2-methoxyethyl)piperidin-4-yl)-4-methoxypyrrolo[2,1-f][1,2,4]triazin-2-amine